C(#N)C1CCC2(CN(C2)C(=O)OC(C)(C)C)CC1 tert-butyl 7-cyano-2-azaspiro[3.5]nonane-2-carboxylate